tert-butyl 4-methyl-2-oxopyrrolidine-1-carboxylate CC1CC(N(C1)C(=O)OC(C)(C)C)=O